4-[(1S)-1-[[4-[[4-(trifluoromethyl)phenyl]methyl]-1H-indazole-3-carbonyl]amino]ethyl]benzoic acid FC(C1=CC=C(C=C1)CC1=C2C(=NNC2=CC=C1)C(=O)N[C@@H](C)C1=CC=C(C(=O)O)C=C1)(F)F